BrC1=CC=C(C=2OC3=C(C21)C=CC=C3)N 1-bromodibenzo[b,d]furan-4-amine